BrC1=C(C=C(C=C1)I)COC1CC1 1-bromo-2-(cyclopropoxymethyl)-4-iodobenzene